BrC=1C=CC(=C(C=NC(C(=O)O)CC2=CC=C(C=C2)O)C1)OC(C(C)C)=O 2-(5-bromo-2-(isobutyryloxy)benzylideneamino)-3-(4-hydroxyphenyl)propanoic acid